1-desoxymethyl-sphinganine C(=O)C[C@H](N)[C@H](O)CCCCCCCCCCCCCCC